3-(2-((3-chloro-5-methylbenzyl)amino)ethyl)-4-methoxybenzoic acid ClC=1C=C(CNCCC=2C=C(C(=O)O)C=CC2OC)C=C(C1)C